O1C(=CC2=C1C=CC=C2)C2=NC1=C(C=C(C=C1C(N2C)=O)C)[C@@H](C)NC=2C(=NC(=CC2)Cl)C(=O)OC methyl (R)-3-((1-(2-(benzofuran-2-yl)-3,6-dimethyl-4-oxo-3,4-dihydroquinazolin-8-yl)ethyl)amino)-6-chloropicolinate